S(=O)(=O)=C([C@@H]1[C@H]([C@@H]([C@H](C(O)O1)N=S(=O)=O)O)O)O disulfonyl-glucosamine